Pyrrolo[3,2-b]Pyridin-6-amine N=1C=CC2=NC=C(CC21)N